(R)-4-((8-(cyclopropylmethoxy)-6-fluoro-1,7-naphthyridin-4-yl)amino)-N-((R)-2-hydroxypropyl)-N'-((R)-1-(4-methoxyphenyl)ethyl)benzenesulfonimidamide C1(CC1)COC=1N=C(C=C2C(=CC=NC12)NC1=CC=C(C=C1)[S@](=O)(NC[C@@H](C)O)=N[C@H](C)C1=CC=C(C=C1)OC)F